5-(4-methylbenzene-1-sulfonyl)-N-[(1-methyl-1H-pyrazol-4-yl)methyl]thiophene-2-carboxamide CC1=CC=C(C=C1)S(=O)(=O)C1=CC=C(S1)C(=O)NCC=1C=NN(C1)C